S1C(=CC=C1)C=1SC=CC1 bi-thiophene